2-[(dodecyl-thiocarbonyl)thio]propionic acid C(CCCCCCCCCCC)C(=S)SC(C(=O)O)C